FC=1C(=NC=C(C1)OCCOC)N1CCN(CC1)CCN(C1=CC=2N(C(=N1)N)N=C(N2)C=2OC=CN2)C N7-(2-{4-[3-fluoro-5-(2-methoxyethoxy)pyridin-2-yl]piperazin-1-yl}ethyl)-N7-methyl-2-(1,3-oxazol-2-yl)[1,2,4]triazolo[1,5-c]pyrimidine-5,7-diamine